2-[tert-butyl(dimethyl)silyl]oxycyclohexanamine [Si](C)(C)(C(C)(C)C)OC1C(CCCC1)N